tert-Butyl (3R)-3-[(1S)-2-tert-butoxy-1-[[3-[2-(3-methoxyphenyl) ethylsulfamoyl] phenyl]methyl]-2-oxo-ethyl]pyrrolidine-1-carboxylate C(C)(C)(C)OC([C@@H](CC1=CC(=CC=C1)S(NCCC1=CC(=CC=C1)OC)(=O)=O)[C@@H]1CN(CC1)C(=O)OC(C)(C)C)=O